FC1=NC=C(C=N1)C1CC2(CC(C2)C(=O)OC)C1 methyl 6-(2-fluoropyrimidin-5-yl)spiro[3.3]heptane-2-carboxylate